[Tb].[Bi] bismuth-terbium